4-{[3-chloro-4-(morpholine-4-carbonyl)pyridin-2-yl]Amino}-3-cyclopropyl-5-fluorobenzoic acid methyl ester COC(C1=CC(=C(C(=C1)F)NC1=NC=CC(=C1Cl)C(=O)N1CCOCC1)C1CC1)=O